C(C)OC(C(=O)C1=CC=CC=C1)C 2-Ethoxy-2-methylacetophenon